NC1=NNC2=CC=CC(=C12)C=1C=C2C=CC=C(C2=CC1)C(=O)NC1=C(C=CC=C1)F 6-(3-amino-1H-indazol-4-yl)-N-(2-fluorophenyl)-1-naphthalenecarboxamide